1-(4-(piperazin-1-ylsulfonyl)phenyl)-3-(pyridin-3-ylmethyl)urea N1(CCNCC1)S(=O)(=O)C1=CC=C(C=C1)NC(=O)NCC=1C=NC=CC1